ClC=1N=C(SC1CC(C)C)CC(=O)N (4-chloro-5-isobutylthiazol-2-yl)acetamide